3-cyclopentylpropan-1,2-dione-oxime acetate C(C)(=O)O.C1(CCCC1)CC(C=NO)=O